BrC=1N=C(C=2N(C1)C=C(N2)C21COC(C2)(C1)C)OC 6-bromo-8-methoxy-2-(1-methyl-2-oxabicyclo[2.1.1]hex-4-yl)imidazo[1,2-a]pyrazine